NC([C@H](CCC(=O)OC(C)(C)C)N1C(C2=C(C=C3C(=C2C1)OCC31CCN(CC1)C(=O)[O-])Br)=O)=O (S)-7-(1-amino-5-(tert-butoxy)-1,5-dioxopentan-2-yl)-5-bromo-6-oxo-7,8-dihydro-2H,6H-spiro[furo[2,3-e]isoindole-3,4'-piperidine]-1'-carboxylate